CC(CC(=O)N1CCN(CC1)C1=CC=C(C=C1)C=1C=2N(C=C(C1)C=1C=NN(C1)C[C@@H](CO)C)N=CC2C#N)(C)C (S)-4-(4-(4-(3,3-dimethylbutyryl)piperazin-1-yl)phenyl)-6-(1-(3-hydroxy-2-methylpropyl)-1H-pyrazol-4-yl)pyrazolo[1,5-a]pyridine-3-carbonitrile